5-{6-azaspiro[2.5]oct-6-yl}-N-[6-(4,4-difluoropiperidin-1-yl)-4-methylpyridin-2-yl]-7-(2-hydroxyethanesulfonylamino)-3-methyl-1,3-benzodiazole-4-carboxamide C1CC12CCN(CC2)C2=C(C1=C(N=CN1C)C(=C2)NS(=O)(=O)CCO)C(=O)NC2=NC(=CC(=C2)C)N2CCC(CC2)(F)F